OC1(CNC1)C1=CC=C(C=C1)N1CC=2C(=NC=CC2C1=O)C1=C(C=CC=C1)OCC(F)(F)F 2-[4-(3-hydroxyazetidin-3-yl)phenyl]-4-[2-(2,2,2-trifluoroethoxy)phenyl]-2,3-dihydro-1H-pyrrolo[3,4-c]pyridin-1-one